ClC=1C(=NC(=CC1)C1=C(C=C(C=C1)C(F)(F)F)C#C)C(=O)OC Methyl 3-chloro-6-(2-ethynyl-4-(trifluoromethyl) phenyl)picolinate